1,1,1-trifluoro-N-((3R,4S)-3-((((1s,4S)-4-(1-methyl-1H-indazol-5-yl)cyclohexyl)oxy)methyl)-1-(pyrimidin-2-yl)piperidin-4-yl)methanesulfonamide FC(S(=O)(=O)N[C@@H]1[C@@H](CN(CC1)C1=NC=CC=N1)COC1CCC(CC1)C=1C=C2C=NN(C2=CC1)C)(F)F